4-[(3-chloro-4-fluorophenyl)amino]-6-{cis-4-[(morpholin-4-yl)carbonylamino]-cyclohexan-1-yloxy}-7-methoxy-quinazoline ClC=1C=C(C=CC1F)NC1=NC=NC2=CC(=C(C=C12)O[C@@H]1CC[C@@H](CC1)NC(=O)N1CCOCC1)OC